4-(3-(5-Fluoropyridin-2-yl)-1-(oxetan-3-yl)-1H-pyrazol-4-yl)-6-methyl-1H-pyrazolo[3,4-b]pyridine FC=1C=CC(=NC1)C1=NN(C=C1C1=C2C(=NC(=C1)C)NN=C2)C2COC2